lithium para-nitrophenolate [N+](=O)([O-])C1=CC=C(C=C1)[O-].[Li+]